2-((5-(4-chloro-2-fluoro-phenyl)-3-methyl-triazol-4-yl)methyl)-5-(1-(2,2-difluoro-ethyl)pyrazol-4-yl)pyridazin-3-one ClC1=CC(=C(C=C1)C1=C(N(N=N1)C)CN1N=CC(=CC1=O)C=1C=NN(C1)CC(F)F)F